C(C)(=O)OC1CC(CCC1C(C)C)C racemic-menthyl acetate